5-[5-(difluoromethyl)-1,3,4-oxadiazol-2-yl]-N-[(1R)-1-(2,6-difluorophenyl)-ethyl]pyrimidin-2-amine FC(C1=NN=C(O1)C=1C=NC(=NC1)N[C@H](C)C1=C(C=CC=C1F)F)F